(E)-3-phenylprop-2-en-1-ol C1(=CC=CC=C1)/C=C/CO